COC=1C=C(C(=O)N2CCC(CC2)CN2CCN(CC2)C=2C=C3CN(C(C3=CC2)=O)C2C(NC(CC2)=O)=O)C=CC1[N+](=O)[O-] 3-(5-(4-((1-(3-methoxy-4-nitrobenzoyl)piperidin-4-yl)methyl)piperazin-1-yl)-1-oxoisoindolin-2-yl)piperidine-2,6-dione